[Si](C)(C)(C(C)(C)C)O[C@H]1[C@@H](C1)NC1CCN(CC1)C=1C2=CN(N=C2C(=CC1)C(=O)NC=1C=C(C=2N(C1)C=C(N2)C)F)C 4-[4-[[(1R,2R)-2-[tert-butyl(dimethyl)silyl]oxycyclopropyl]amino]-1-piperidyl]-N-(8-fluoro-2-methyl-imidazo[1,2-a]pyridin-6-yl)-2-methyl-indazole-7-carboxamide